C(C)(C)[C@H]1C(NC=2C(=NC(=NC2N1C)NC1CN(C1)C(=O)C1=CC(=NN1C)C(F)(F)F)C)=O (S)-7-isopropyl-4,8-dimethyl-2-((1-(1-methyl-3-(trifluoromethyl)-1H-pyrazole-5-carbonyl)azetidin-3-yl)amino)-7,8-dihydropteridin-6(5H)-one